C1(=CCC(C=C1)(B(O)O)B(O)O)C1=CC=CC=C1 4,4-biphenyldiboronic acid